C1(CC1)NC(=O)C1=C(C=CC=C1)SC1=CC=C2C(=NN(C2=C1)C(=O)OC(C)(C)C)\C=C\C1=NC=C(C=C1)CN(C)C tert-butyl 6-[2-(cyclopropylcarbamoyl)phenyl]thio-3-[(E)-2-[5-[(dimethylamino)methyl]-2-pyridyl]vinyl]indazole-1-carboxylate